[Pb].[Zn] zinc-lead